FC1=C(C(=CC2=CC=C(C=C12)OCCNC(C)C)O)N1CC(NS1(=O)=O)=O 5-(1-fluoro-3-hydroxy-7-{2-[(propan-2-yl)amino]ethoxy}naphthalen-2-yl)-1λ6,2,5-thiadiazolidine-1,1,3-trione